ClC1=CC=C(C=C1)[C@@H]1[C@H](CCC1)OC([C@@H](C)NC(=O)OC(C)(C)C)=O.N1=C(C=CC=C1)C=1C(NN=CC1)=O |&1:14| pyridyl-pyridazinone (S)-(±)-trans-2-(4-chlorophenyl)cyclopentyl-2-((tert-butoxycarbonyl)amino)propanoate